COC1=CC=2N(C=C1NC(=O)N1CCC=3C1=NC=CC3N3C[C@@H](N(CC3)C(=O)OC(C)(C)C)C)N=C(N2)C tert-butyl (S)-4-(1-((7-methoxy-2-methyl-[1,2,4]triazolo[1,5-a]pyridin-6-yl)carbamoyl)-2,3-dihydro-1H-pyrrolo[2,3-b]pyridin-4-yl)-2-methylpiperazine-1-carboxylate